NC1=NC(=C2N=CN(C2=N1)[C@H]1C=C[C@H](C1)COP(=O)(OC1=CC=CC=C1)N[C@@H](C)C(=O)OCC1=CC=CC=C1)Cl Benzyl ((((1S,4R)-4-(2-amino-6-chloro-9H-purin-9-yl)cyclopent-2-en-1-yl) methoxy)(phenoxy)phosphoryl)-L-alaninate